C(#N)C(=CC1=C(N(C(=C1)C)C=1OC(=C(C1C#N)C)C)C)C1=NC2=C(N1)C=C(C=C2)OC(C)C 2-(3-(2-cyano-2-(6-isopropoxy-1H-benzo[d]imidazol-2-yl)vinyl)-2,5-dimethyl-1H-pyrrol-1-yl)-4,5-dimethylfuran-3-carbonitrile